tert-butyl (9-(5-((4-chloro-2-methyl-2H-indazol-5-yl)thio)pyrazin-2-yl)-3,9-diazaspiro[5.5]undec-1-yl)carbamate ClC=1C2=CN(N=C2C=CC1SC=1N=CC(=NC1)N1CCC2(CCNCC2NC(OC(C)(C)C)=O)CC1)C